ClC1=C(C=C(C=C1O)C(F)(F)F)C1=NN=C(S1)CN1C2(CC2)C(N(C1=O)CC)=O 4-((5-(2-chloro-3-hydroxy-5-(trifluoromethyl)phenyl)-1,3,4-thiadiazol-2-yl)methyl)-6-ethyl-4,6-diazaspiro[2.4]heptane-5,7-dione